(S)-1-(3-(adamantan-1-yl)methyl-1,2,4-oxadiazol-5-yl)-2-(1-methyl-1H-imidazol-4-yl)ethane C12(CC3CC(CC(C1)C3)C2)CC2=NOC(=N2)CCC=2N=CN(C2)C